C(C)OC(=O)C1=CC(=NN1)CCC(C1=CC=CC=C1)Cl 3-(3-chloro-3-phenylpropyl)-1H-pyrazole-5-carboxylic acid ethyl ester